1-(4-(3-(4-amino-2-butyl-1-(3-hydroxy-2-(hydroxymethyl)-2-methylpropyl)-1H-imidazo[4,5-c]quinolin-7-yl)propyl)piperazin-1-yl)propan-1-one NC1=NC=2C=C(C=CC2C2=C1N=C(N2CC(CO)(C)CO)CCCC)CCCN2CCN(CC2)C(CC)=O